8-hydroxy-pyrene-1,3,6-trisulfonate OC=1C=C(C=2C=CC3=C(C=C(C=4C=CC1C2C43)S(=O)(=O)[O-])S(=O)(=O)[O-])S(=O)(=O)[O-]